ClC=1C=C(C(=O)N2CCC3(CCN(CC3)CC3C(CN(CC3)C(=O)OC(C)(C)C)(F)F)CC2)C=C(C1C)N1C(NC(CC1)=O)=O Tert-butyl 4-((9-(3-chloro-5-(2,4-dioxotetrahydropyrimidin-1(2H)-yl)-4-methylbenzoyl)-3,9-diazaspiro[5.5]undecan-3-yl)methyl)-3,3-difluoropiperidine-1-carboxylate